BrC1=CC=C(C=C1)OCC1=CC2=C(C(=CC(O2)=O)C(F)(F)F)C=C1 7-(((4-bromophenyl)oxy)methyl)-4-trifluoromethyl-2H-1-benzopyran-2-one